C(C)C=1C=C(C=CC1)C(NC(=O)C=1C(NC(=CC1)C(F)(F)F)=O)C1=CC=CC=C1 N-((3-ethylphenyl)(phenyl)methyl)-2-oxo-6-(trifluoromethyl)-1,2-dihydropyridine-3-carboxamide